C1(=CC=C(C=C1)C1=NC(=NC(=N1)C1=CC=CC=2C(C3=CC=CC=C3C12)(C1=CC=CC=C1)C1=CC=CC=C1)C1=CC=CC=C1)C1=CC=CC=C1 (1,1'-biphenyl-4-yl)-4-(9,9-diphenylfluoren-4-yl)-6-phenyl-1,3,5-triazine